2-(2,6-dioxopiperidin-3-yl)-5-(1-((1-(2-(4-(1,2-diphenylbut-1-en-1-yl)phenoxy)ethyl)piperidin-4-yl)methyl)piperidin-4-yl)-6-fluoroisoindoline-1,3-dione O=C1NC(CCC1N1C(C2=CC(=C(C=C2C1=O)C1CCN(CC1)CC1CCN(CC1)CCOC1=CC=C(C=C1)C(=C(CC)C1=CC=CC=C1)C1=CC=CC=C1)F)=O)=O